FC1=C(C=C(C=C1)C(F)(F)F)C1(NC2=CC=C(C=C2N=C1NC1=C(C=CC(=C1)C(F)(F)F)F)[N+](=O)[O-])N 2,N3-bis(2-fluoro-5-(trifluoromethyl)phenyl)-6-nitroquinoxaline-2,3-diamine